C12(CC(C1)(C2)C(=O)N)C(=O)N bicyclo[1.1.1]pentane-1,3-dicarboxamide